BrC1=CC=C2CCC(C2=C1)N 6-bromoindan-1-amine